BrC=1C=C(C=CC1OC)C1(CC1)C=O 1-(3-bromo-4-methoxyphenyl)cyclopropane-1-carbaldehyde